4-(pyridin-4-yl)piperidine N1=CC=C(C=C1)C1CCNCC1